Methyl 5-bromo-3-(methylamino)thiophene-2-carboxylate BrC1=CC(=C(S1)C(=O)OC)NC